OC1=CC(=C(C2=C1C(\C(\O2)=C/C=2SC=CC2)=O)C2CCN(CC2)C)O (E)-4,6-dihydroxy-7-(1-methylpiperidin-4-yl)-2-(thiophen-2-ylmethylene)benzofuran-3(2H)-one